methyl 7-(((benzyloxy)carbonyl)(methyl)amino)-2-(3-iodophenyl)-2,5,5-trimethylheptanoate C(C1=CC=CC=C1)OC(=O)N(CCC(CCC(C(=O)OC)(C)C1=CC(=CC=C1)I)(C)C)C